N-((2,4-diisopropyl-6-methoxypyridin-3-yl)carbamoyl)-6,6-dimethyl-6,7-dihydro-5H-pyrazolo[5,1-b][1,3]oxazine-3-sulfonamide C(C)(C)C1=NC(=CC(=C1NC(=O)NS(=O)(=O)C=1C=NN2C1OCC(C2)(C)C)C(C)C)OC